tetrafluorophenyl-cobalt FC=1C(=C(C(=C(C1)[Co])F)F)F